5-(2-(2-(2-methoxyethoxy)ethoxy)-1,3,4-thiadiazol-2-yl)-6-methylnicotinamide COCCOCCOC1(SC=NN1)C=1C(=NC=C(C(=O)N)C1)C